2-amino-3-chloro-N-((1R)-1-(2-pyrimidinyl)ethyl)-N-((6-(trifluoromethyl)-3-pyridazinyl)methyl)-6-quinolinecarboxamide NC1=NC2=CC=C(C=C2C=C1Cl)C(=O)N(CC=1N=NC(=CC1)C(F)(F)F)[C@H](C)C1=NC=CC=N1